3-(6-bromo-4-(dimethylamino)-1-oxoisoindolin-2-yl)piperidine-2,6-dione BrC1=CC(=C2CN(C(C2=C1)=O)C1C(NC(CC1)=O)=O)N(C)C